CN1C(N(CC2=C1C=NC1=C2C=C(N1S(=O)(=O)C1=CC=CC=C1)C1=CC=C(C=C1)CN1CCC(CC1)S(=O)(=O)C)C1=CC=C(C(=O)OC(C)(C)C)C=C1)=O tert-butyl 4-(4-methyl-8-(4-((4-(methylsulfonyl)piperidin-1-yl)methyl)phenyl)-3-oxo-7-(phenylsulfonyl)-1,3,4,7-tetrahydro-2H-pyrrolo[3',2':5,6]pyrido[3,4-d]pyrimidin-2-yl)benzoate